(4-(3,3-difluoropropoxy)-2,3-difluorophenyl)-1-(1H-benzo[d]imidazol-5-yl)azetidin-2-one FC(CCOC1=C(C(=C(C=C1)C1C(N(C1)C1=CC2=C(NC=N2)C=C1)=O)F)F)F